β-Hydroxy-beta-methylbutyric acid OC(CC(=O)O)(C)C